(1s,3S,5'S,7a'R)-5'-(3,5-difluorophenyl)-3-hydroxytetrahydro-3'H-spiro[cyclobutane-1,2'-pyrrolo[2,1-b]oxazol]-3'-one FC=1C=C(C=C(C1)F)[C@@H]1CC[C@H]2OC3(C(N21)=O)CC(C3)O